C([C@H]([C@H]([C@H]([C@H](C=O)O)O)O)O)O The molecule is a D-allose in open-chain form. It is a D-allose and an aldehydo-allose. It is an enantiomer of an aldehydo-L-allose.